4-(4-(((4-(dimethylamino)tetrahydro-2H-pyran-4-yl)methyl)amino)-8-fluoro-2-(((2R,7aS)-2-fluorotetrahydro-1H-pyrrolizin-7a(5H)-yl)methoxy)pyrido[4,3-d]pyrimidin-7-yl)naphthalen-2-ol CN(C1(CCOCC1)CNC=1C2=C(N=C(N1)OC[C@]13CCCN3C[C@@H](C1)F)C(=C(N=C2)C2=CC(=CC1=CC=CC=C21)O)F)C